((R)-cyclopropyl(3-fluorophenyl)methyl)-2-(2,6-dioxopiperidin-3-yl)-1-oxoisoindoline-5-carboxamide C1(CC1)[C@H](C1=CC(=CC=C1)F)C1N(C(C2=CC=C(C=C12)C(=O)N)=O)C1C(NC(CC1)=O)=O